(6-chloro-3-pyridinyl)boronic acid ClC1=CC=C(C=N1)B(O)O